2-ethoxy-4-toluenesulfonyl chloride C(C)OC1=C(C)C=CC(=C1)S(=O)(=O)Cl